trioctylmethylammonium bis(trifluoromethanesulfonyl)imide salt [N-](S(=O)(=O)C(F)(F)F)S(=O)(=O)C(F)(F)F.C(CCCCCCC)[N+](C)(CCCCCCCC)CCCCCCCC